C1(CCCCC1)C(=O)OC1=C(C=CC=C1)CC(=O)OC(CC)Cl 2-(2-(1-Chloropropoxy)-2-oxoethyl)phenyl cyclohexanecarboxylate